C(C)(=O)N1[C@H](CC1)CN1C(=NC2=C1C=C(C=C2)C(=O)OC)CC2=C(C=C(C(=C2)F)C2=NC(=CC=C2)OCC2=C(C=C(C=C2)C#N)F)F methyl (R)-1-((1-acetylazetidin-2-yl) methyl)-2-(4-(6-((4-cyano-2-fluorobenzyl) oxy) pyridin-2-yl)-2,5-difluorobenzyl)-1H-benzo[d]imidazole-6-carboxylate